ClC1=CC(=C(C=C1)C(\C=C\C1=NC(=C(N=C1C)C)C)=O)O (E)-1-(4-chloro-2-hydroxyphenyl)-3-(3,5,6-trimethylpyrazin-2-yl)-2-propen-1-one